5-adamantan-1-yl-N-[2-(3,4-dihydroxyphenyl)-ethyl]-2-hydroxy-4-methoxy-benzoic acid amide C12(CC3CC(CC(C1)C3)C2)C=2C(=CC(=C(C(=O)NCCC3=CC(=C(C=C3)O)O)C2)O)OC